tert-Butyl-(±)-trans-4-phenyl-N-[4-(pyridin-3-ylamino)phenyl]pyrrolidine-3-carboxamide C(C)(C)(C)N1C[C@H]([C@@H](C1)C1=CC=CC=C1)C(=O)NC1=CC=C(C=C1)NC=1C=NC=CC1 |r|